5-[2,3-difluoro-4-(1H-pyrazol-4-yl)phenyl]-N-methyl-N-(2,2,6,6-tetramethylpiperidin-4-yl)pyrazin-2-amin FC1=C(C=CC(=C1F)C=1C=NNC1)C=1N=CC(=NC1)N(C1CC(NC(C1)(C)C)(C)C)C